O[C@@](CN1N=CC(=C1)C#N)(C)[C@H]1CC[C@H]2[C@@H]3CC[C@@H]4C[C@](CC[C@@H]4[C@H]3CC[C@]12C)(C)O 1-((S)-2-hydroxy-2-((3R,5R,8R,9R,10S,13S,14S,17S)-3-hydroxy-3,13-dimethylhexadecahydro-1H-cyclopenta[a]phenanthren-17-yl)propyl)-1H-pyrazole-4-carbonitrile